(Rac)-5-{4-[(2-hydroxy-3-methoxypropyl)amino]-3-(trifluoromethyl)phenyl}-3,6-dihydro-2H-1,3,4-oxadiazin-2-one O[C@H](CNC1=C(C=C(C=C1)C1=NNC(OC1)=O)C(F)(F)F)COC |r|